C(C)(=O)NC1=CC=C(C=C1)[C@H]1N(C[C@@H](CC1)C)C(C(=O)NC1=C(C(=O)N)C=CC=N1)=O (2-((2S,5R)-2-(4-acetamidophenyl)-5-methylpiperidin-1-yl)-2-oxoacetamido)nicotinamide